(R)-7-chloro-N-(1-(2,4-dichlorophenyl)ethyl)imidazo[1,2-a]pyrimidin-5-amine ClC1=NC=2N(C(=C1)N[C@H](C)C1=C(C=C(C=C1)Cl)Cl)C=CN2